FC1=C2C(N(C=NC2=CC=C1NC([O-])=O)CF)=O (5-fluoro-3-(fluoromethyl)-4-oxo-3,4-dihydroquinazolin-6-yl)carbamate